2,6'-dichlorobenzophenone ClC1=C(C(=O)C2=CC=CC=C2Cl)C=CC=C1